FC([C@@H]1CC[C@H](CC1)OCC1=CC(=CC=2CCOC21)NC(C=C)=O)(F)F N-(7-(((trans-4-(Trifluoromethyl)cyclohexyl)oxy)methyl)-2,3-dihydrobenzofuran-5-yl)acrylamide